FC1=C(C=CC(=C1C)F)C=1C=C2C(=NC1)C=NN2CC=2SC(=NN2)C 2-[[6-(2,4-Difluoro-3-methyl-phenyl)pyrazolo[4,3-b]pyridin-1-yl]methyl]-5-methyl-1,3,4-thiadiazole